C(C)OC(=O)C1=NN(C(=N1)OC)C1=CC=CC=C1 5-methoxy-1-phenyl-1,2,4-triazole-3-carboxylic acid ethyl ester